CC1(COC1)S(=O)(=O)C1=CC(=C(C(=O)OC)C=C1)N1CCC2(CC2)CC1 methyl 4-((3-methyloxetan-3-yl)sulfonyl)-2-(6-azaspiro[2.5]octan-6-yl)benzoate